C[Sn](C1=CC2=C(C=N1)OCCO2)(C)C 7-(trimethylstannyl)-2H,3H-[1,4]dioxino[2,3-c]pyridine